Chloride Sodium Salt [Na+].[Cl-]